1,3,5-tris(5-methyl-1,3,4-oxadiazol-2-yl)benzeneisobutyric acid 3-(2-(allyl (ethyl) amino) ethyl)-1H-indol-5-yl ester C(C=C)N(CCC1=CNC2=CC=C(C=C12)OC(C(C)CC1(CC(=CC(=C1)C=1OC(=NN1)C)C=1OC(=NN1)C)C=1OC(=NN1)C)=O)CC